CC1(OCC(O1)COC1=[N+](C=CC=C1)[O-])C 2-((2,2-dimethyl-1,3-dioxolan-4-yl)methoxy)pyridine 1-oxide